2-(7-fluoro-chroman-4-yl)-4-methyl-5-nitrobenzoic acid methyl ester COC(C1=C(C=C(C(=C1)[N+](=O)[O-])C)C1CCOC2=CC(=CC=C12)F)=O